6-(trifluoromethyl)pyridinecarbonitrile FC(C1=CC=CC(=N1)C#N)(F)F